tert-butyl (S)-(6-(2-((tert-butoxycarbonyl)amino)propyl)-7-methoxythieno[3,2-c]pyridazin-4-yl)(thiophen-2-ylmethyl)carbamate C(C)(C)(C)OC(=O)N[C@H](CC1=C(C=2N=NC=C(C2S1)N(C(OC(C)(C)C)=O)CC=1SC=CC1)OC)C